C1CCC2=CC(=CC=C12)NC1CCC(CC1)NC(OC(C)(C)C)=O tert-butyl (4-((2,3-dihydro-1H-inden-5-yl)amino)cyclohexyl)carbamate